[Cl-].O=C1OCCN1PN1C(OCC1)=O bis(2-oxooxazolidin-3-yl)phosphine chloride